CC(C)(C)C=1C=C(C=C(C1O)C(C)(C)C)CCC(=O)N 3,5-bis(1,1-dimethylethyl)-4-hydroxybenzenepropanamide